C(CCCCCCC)C(CCCCCCCC)OC(CCCCCCCOC(=O)[C@H]1N(C[C@H](C1)N=[N+]=[N-])CCCCCC(OCCCCCCCCCCC)=O)=O [8-(1-octylnonoxy)-8-oxo-octyl](2S,4S)-4-azido-1-(6-oxo-6-undecoxy-hexyl)pyrrolidine-2-carboxylate